(trifluoroethoxy)pentafluoroethyl-cyclotriphosphazene 1,3-dimethyl-3-(t-butylperoxy)butyl-N-[1-{3-(1-methylethenyl)-phenyl}1-methylethyl]carbamate CC(CC(C)(OOC(C)(C)C)C)N(C(O)=O)C(C)(C)C1=CC(=CC=C1)C(=C)C.FC(COP1(=NP=NP=N1)C(C(F)(F)F)(F)F)(F)F